(6-fluoro-7-methyl-thieno[3,2-b]pyridine-2-carboxamido)propanoic acid FC=1C(=C2C(=NC1)C=C(S2)C(=O)NC(C(=O)O)C)C